6-[6-(1-methyl-3,6-dihydro-2H-pyridin-4-yl)imidazo[1,2-a]pyridine-3-carbonyl]-N-[3-(trifluoromethyl)phenyl]-5,7-dihydro-4H-thieno[2,3-c]pyridine-3-carboxamide CN1CCC(=CC1)C=1C=CC=2N(C1)C(=CN2)C(=O)N2CC1=C(CC2)C(=CS1)C(=O)NC1=CC(=CC=C1)C(F)(F)F